ethyl (1R,4R)-4-(6-bromo-4-methylpyridin-2-yl)-4-hydroxycyclohexanecarboxylate BrC1=CC(=CC(=N1)C1(CCC(CC1)C(=O)OCC)O)C